guanidinoiodine N(C(=N)N)I